FC1([C@H]2CN(C[C@@H]1CC2)C2=NC(=NC1=C(C(=CC=C21)C2=CC(=CC1=CC=C(C(=C21)CC)F)O)F)OC[C@]21CCCN1C[C@@H](C2)F)F 4-(4-((1R,5S)-8,8-difluoro-3-azabicyclo[3.2.1]octan-3-yl)-8-fluoro-2-(((2R,7aS)-2-fluorotetrahydro-1H-pyrrolizin-7a(5H)-yl)methoxy)quinazolin-7-yl)-5-ethyl-6-fluoronaphthalen-2-ol